BrC(CBr)C1=NC=CN=C1 2-(1,2-Dibromoethyl)pyrazine